BrC1=CN=C(C(=C1C(=O)O)F)N1CCN(CC1)C(=O)OC(C)(C)C 5-bromo-2-(4-(tert-butoxycarbonyl)piperazin-1-yl)-3-fluoroisonicotinic acid